ClC=1N=C(C2=C(N1)C(=C(N=C2)Cl)F)N2[C@@H]([C@H]1CC[C@@H](C2)N1C(=O)OC(C)(C)C)C tert-butyl (1R,2R,5S)-3-(2,7-dichloro-8-fluoropyrido[4,3-d]pyrimidin-4-yl)-2-methyl-3,8-diazabicyclo[3.2.1]octane-8-carboxylate